CC(C)(OC(C)(C)Cl)Cl bis(2-chloroisopropyl)ether